COC=1C=C(C=CC1C)C=CC(=O)O 3-(3-methoxy-4-methylphenyl)acrylic acid